alpha-(2-pyrazin-yl)acetophenone N1=C(C=NC=C1)CC(=O)C1=CC=CC=C1